C(C1=CC=CC=C1)OC=1C=C(CN2N=CC3=CC=C(C=C23)C(=O)O)C=CC1 1-(3-Benzyloxybenzyl)-1H-indazole-6-carboxylic acid